(S)-2-(4-(4-methylpyrazolo[1,5-a]pyridin-2-yl)-1,4,6,7-tetrahydro-5H-imidazo[4,5-c]pyridin-5-yl)-5-(pyrazin-2-yl)-1,3,4-oxadiazole CC=1C=2N(C=CC1)N=C(C2)[C@H]2N(CCC1=C2N=CN1)C=1OC(=NN1)C1=NC=CN=C1